4,6-dideoxy-4-formyl-alpha-d-mannopyranose C(=O)[C@H]1[C@@H]([C@@H]([C@@H](O)O[C@@H]1C)O)O